NC1=CC=C(C=C1)CCNC(C1=CC=C(C=C1)C1=NNC(=C1)C1=CC(=CC=C1)O)=O N-(4-aminophenylethyl)-4-(5-(3-hydroxyphenyl)-1H-pyrazol-3-yl)benzamide